FC(C1N(CCCC1)C#N)(F)F 2-(trifluoromethyl)piperidine-1-carbonitrile